FC1=C(C=CC(=C1)F)C1=CN=C(N1)C1NCCCC1 2-(5-(2,4-difluorophenyl)-1H-imidazol-2-yl)piperidine